CN1N=CC2=C1CNCC2 1-methyl-4,5,6,7-tetrahydro-1H-pyrazolo-[3,4-c]pyridine